[O-]S(=O)(=O)C(F)(F)F.C(C)[N+](CC)(CC)CC Tetraethylammonium triflate salt